4-AMINO-3-CYANO-2-(TRIFLUOROMETHYL)QUINOLIN-6-YLBORONIC ACID NC1=C(C(=NC2=CC=C(C=C12)B(O)O)C(F)(F)F)C#N